(R)-(8-methyl-6-((1-(3-nitro-5-(trifluoromethyl)phenyl)ethyl)amino)-[1,2,4]triazolo[1',5':1,6]pyrido[2,3-d]pyrimidin-4-yl)(morpholino)methanone CC1=NC(=C2C(=N1)N1C(C(=C2)C(=O)N2CCOCC2)=NC=N1)N[C@H](C)C1=CC(=CC(=C1)C(F)(F)F)[N+](=O)[O-]